methyl (S)-4-(tert-butyloxycarbonyl)-4-azaspiro[2.4]heptane-5-carboxylate C(C)(C)(C)OC(=O)N1C2(CC2)CC[C@H]1C(=O)OC